(S)-tert-butyl 4-(6-chloropyridazin-3-yl)-2-methylpiperazine-1-carboxylate ClC1=CC=C(N=N1)N1C[C@@H](N(CC1)C(=O)OC(C)(C)C)C